N-(6-(2H-1,2,3-triazol-2-yl)-5-(trifluoromethyl)pyridin-3-yl)-2-fluoro-4-(1-oxo-1,2-dihydroisoquinolin-5-yl)benzamide N=1N(N=CC1)C1=C(C=C(C=N1)NC(C1=C(C=C(C=C1)C1=C2C=CNC(C2=CC=C1)=O)F)=O)C(F)(F)F